FC(S(=O)(=O)OC=1CC2(C1)CCN(CC2)C(=O)OC(C)(C)C)(F)F tert-butyl 2-(trifluoromethylsulfonyloxy)-7-azaspiro[3.5]non-2-ene-7-carboxylate